C(C)(C)(C)OC(=O)N1C[C@]2(C[C@H]1C(N)=O)C(NC1=C(C=CC=C12)Br)=O.C(C)(C)(C)OC1=NC(=CC(=C1)C1=CC(=NC=C1)NC(C)=O)N1C(COCC1)C1CC1 N-[4-[2-tert-butoxy-6-(3-cyclopropylmorpholin-4-yl)-4-pyridinyl]-2-pyridinyl]acetamide Tert-butyl-(3r,5's)-5'-carbamoyl-7-bromo-2-oxospiro[indole-3,3'-pyrrolidine]-1'-carboxylate